Ethyl (R)-2-(3-(1-(5-((4,6-difluoro-1H-indol-5-yl)oxy)-2-fluorophenyl)-1H-pyrazol-3-yl)-3-methyl-2,3-dihydrobenzofuran-7-yl)acetate FC1=C2C=CNC2=CC(=C1OC=1C=CC(=C(C1)N1N=C(C=C1)[C@@]1(COC2=C1C=CC=C2CC(=O)OCC)C)F)F